3-(aminooxy)hexanoic acid NOC(CC(=O)O)CCC